(S)-N-{[2-bromo-6-(difluoromethoxy)phenyl]methylidene}-2-methylpropane-2-sulfinamide BrC1=C(C(=CC=C1)OC(F)F)C=N[S@@](=O)C(C)(C)C